[N+](=O)([O-])C1=CC=C(C=C1)N(C([O-])=O)C1=CC(=C(C=C1)OC1CCN(CC1)C)C(F)(F)F 4-nitrophenyl-(4-((1-methylpiperidin-4-yl)oxy)-3-(trifluoromethyl)phenyl)carbamate